4-(1-Bromoethyl)-2-chloropyridine BrC(C)C1=CC(=NC=C1)Cl